OCCCCCNC(OCC1=CC=CC=C1)=O benzyl (5-hydroxypentyl)carbamate